N1C(CC2=CC=CC=C12)=O INDOLINONE